CC(C)(CC(CC(C)(C)C)(S)C)C 2,2,4,6,6-pentamethyl-4-heptanethiol